C(C)OC=1C=C2C=CC(=NC2=CC1)C(=O)O 6-ethoxyquinoline-2-carboxylic acid